CC1=CC=CC2=C(C3=CC=CC=C3C(=C12)OCC1=CC2=CC=CC=C2C=C1)OCC1=CC2=CC=CC=C2C=C1 1-methyl-9,10-bis(2-naphthylmethoxy)anthracene